C(C(O)C)(=O)NC(O)CN lactoamidomonoethanolamine